N(=[N+]=[N-])C1=NC(=NN1C([N+](=O)[O-])([N+](=O)[O-])[N+](=O)[O-])N=NC1=NN(C(=N1)N=[N+]=[N-])C([N+](=O)[O-])([N+](=O)[O-])[N+](=O)[O-] 1,2-bis(5-azido-1-(trinitromethyl)-1H-1,2,4-triazole-3-yl)diazene